FC(N1OC=2C(CCC1C(=O)NC1=C3[C@@H](CC(C3=CC=C1)(C)C)CC)CC=CC2)F 2-(difluoromethyl)-N-[(3R)-3-ethyl-1,1-dimethyl-indan-4-yl]tetrahydrobenzoxazepine-3-Carboxamide